C1(=CC=CC=C1)[Si](C1=CC=C(C=C1)OB(O)O)(C1=CC=CC=C1)C1=CC=CC=C1 (4-(triphenylsilyl)phenyl)boric acid